ClC=1C=C(CN2C(=NC3=C2C=C(C(=C3)F)F)N3C[C@H]([C@@H](CC3)F)N)C=CC1 (3R,4R)-1-(1-(3-chlorobenzyl)-5,6-difluoro-1H-benzimidazol-2-yl)-4-fluoro-3-piperidinamine